C(#N)C1=NN(C(=C1N)C)C 3-cyano-1,5-dimethyl-1H-pyrazole-4-amine